1-(2,6-dichlorophenyl)-4-((6-(1-(2-hydroxyethyl)-4-(trifluoromethyl)-1H-imidazol-2-yl)pyridin-3-yl)amino)-1H-pyrazole-3-carboxamide ClC1=C(C(=CC=C1)Cl)N1N=C(C(=C1)NC=1C=NC(=CC1)C=1N(C=C(N1)C(F)(F)F)CCO)C(=O)N